C1(=CC(=CC(=C1)C1=NC2=C(N1C1=CC=CC=C1)C=CC=C2)C2=NC1=C(N2C2=CC=CC=C2)C=CC=C1)C1=NC2=C(N1C1=CC=CC=C1)C=CC=C2 2,2',2''-(benzene-1,3,5-triyl)-tris(1-phenyl-1H-benzimidazole)